NC1=C(C=C(C=C1)CCN1C(OC(C1=O)C)C=1C(=NN(C1)C1=CC=C(C=C1)Br)C1=CC=C(C=C1)F)Cl 3-(4-amino-3-chlorophenylethyl)-2-(1-(4-bromophenyl)-3-(4-fluorophenyl)-1H-pyrazol-4-yl)-5-methyloxazolidin-4-one